(S)-N-(((S)-8-ethyl-4-fluoro-8-hydroxy-9,12-dioxo-2,3,8,9,12,14-hexahydro-1H,11H-cyclopenta[f]pyrano[3',4':6,7]indolizino[1,2-b]quinolin-15-yl)methyl)-2-hydroxypropionamide C(C)[C@]1(C(OCC=2C(N3CC=4C(=NC5=CC(=C6C(=C5C4CNC([C@H](C)O)=O)CCC6)F)C3=CC21)=O)=O)O